2-amino-4-(dipropylcarbamoyl)-3H-benzo[b]azepine NC=1CC(=CC2=C(N1)C=CC=C2)C(N(CCC)CCC)=O